C(C)(=O)O[C@@H]([C@H]1[C@@H]([C@H](CC(C(O)=O)(O)O1)O)NC(CO)=O)[C@H](O)COC(C)=O 7,9-di-O-acetyl-5-N-hydroxyacetyl-neuraminic acid